C(C)(C)(C)OC(=O)N[C@@H](CC1=CNC2=CC=CC=C12)C(=O)O N-(tert-butoxycarbonyl)-L-tryptophan